3-(N-(2-(1,2,4-triazol-1-yl)-5-(trifluoromethyl)phenyl)sulfamoyl)-4-ethylbenzoic Acid N1(N=CN=C1)C1=C(C=C(C=C1)C(F)(F)F)NS(=O)(=O)C=1C=C(C(=O)O)C=CC1CC